(1S,2S,3R)-2-(3-chlorophenyl)-N-(6-(((6-cyclopropylimidazo[1,2-a]pyridin-2-yl)methyl)amino)pyrimidin-4-yl)-3-methylcyclopropane-1-carboxamide ClC=1C=C(C=CC1)[C@@H]1[C@H]([C@@H]1C)C(=O)NC1=NC=NC(=C1)NCC=1N=C2N(C=C(C=C2)C2CC2)C1